COC(C(C[C@H]1C(NCC1)=O)NC([C@H](CC1CCCCC1)N)=O)=O 2-((S)-2-amino-3-cyclohexylpropionylamino)-3-((S)-2-oxopyrrolidin-3-yl)propionic acid methyl ester